N-(4-(Benzyloxy)-3,5-dimethylphenyl)-4-(dimethylamino)butanamide C(C1=CC=CC=C1)OC1=C(C=C(C=C1C)NC(CCCN(C)C)=O)C